OC[C@H]1C(N([C@H](C(N1CC1=CC(=C(C(=C1)OC)OC)OC)=O)C)C)=O (3S,6S)-3-(hydroxymethyl)-1,6-dimethyl-4-(3,4,5-trimethoxybenzyl)piperazine-2,5-dione